C(C)(=O)C1=C(N(C(=C1)C=CC1CCOCC1)C1=CC=C(C#N)C=C1)C 4-(3-acetyl-2-methyl-5-(2-(tetrahydro-2H-pyran-4-yl)vinyl)-1H-pyrrol-1-yl)benzonitrile